3-HYDROXY-4-(TRIFLUOROMETHOXY)PHENYLBORONIC ACID OC=1C=C(C=CC1OC(F)(F)F)B(O)O